1,3-bis(2,6-diisopropylphenyl)-4-oxo-3,4-dihydroquinazolin-1-ium-2-ide gold(I) chloride [Au]Cl.C(C)(C)C1=C(C(=CC=C1)C(C)C)[N+]1=[C-]N(C(C2=CC=CC=C12)=O)C1=C(C=CC=C1C(C)C)C(C)C